C1(CC1)CN1C(=CC=2C1=NC=CC2)C2=NC1=C(N2C2CN(C2)S(=O)(=O)CC)C(=CC(=C1)C(=O)N1C2CCC(C1)C2N)C=O 2-{2-[1-(cyclopropylmethyl)-1H-pyrrolo[2,3-b]pyridin-2-yl]-1-[1-(ethanesulfonyl)azetidin-3-yl]-7-methoyl-1H-1,3-benzodiazole-5-carbonyl}-2-azabicyclo[2.2.1]heptan-7-amine